NC1=NC=C(C=C1O[C@H](C)C=1C=C(C=NC1)NC(C1=C(C(=CC=C1)C)Cl)=O)Cl (R)-N-(5-(1-((2-amino-5-chloropyridin-3-yl)oxy)ethyl)pyridin-3-yl)-2-chloro-3-methylbenzamide